BrC1=C(C=C(C=C1)\C=C\C=C)F (E)-1-bromo-4-(buta-1,3-dien-1-yl)-2-fluorobenzene